tert-butyl (S)-2-(2-(2-bromophenyl)pyrrolidin-1-yl)-7-azaspiro[3.5]nonane-7-carboxylate BrC1=C(C=CC=C1)[C@H]1N(CCC1)C1CC2(C1)CCN(CC2)C(=O)OC(C)(C)C